3-(N,N-dimethyloctylammonio)propanesulfonic acid C[N+](C)(CCCS(=O)(=O)O)CCCCCCCC